2-chloropropan-2-enenitrile ClC(C#N)=C